C12(CCC(CC1)C2)CC(=O)NCCCCCCCOC2=C(C=C1C(=NC(=NC1=C2)C)N[C@H](C)C2=CC(=CC=C2)Br)OC (R)-2-(bicyclo[2.2.1]heptan-1-yl)-N-(7-((4-((1-(3-bromophenyl)ethyl)amino)-6-methoxy-2-methylquinazolin-7-yl)oxy)heptyl)acetamide